Cl.FC1(CC(CC1)N)F 3,3-difluorocyclopentane-1-amine hydrochloride